2-Bromo-1-(4-hydroxy-phenyl)-1H-indole-3-carboxylic acid, amide BrC=1N(C2=CC=CC=C2C1C(=O)N)C1=CC=C(C=C1)O